4-(2-amino-2-methylpropanoyl)-N-(1-(6-((6-aminospiro[3.3]hept-2-yl)amino)-5,6,7,8-tetrahydronaphthalen-2-yl)-2-oxo-1,2-dihydropyrimidin-4-yl)piperazine-1-carboxamide hydrochloride Cl.NC(C(=O)N1CCN(CC1)C(=O)NC1=NC(N(C=C1)C1=CC=2CCC(CC2C=C1)NC1CC2(C1)CC(C2)N)=O)(C)C